2-[6-(1-ethylazetidin-3-yl)pyridazin-3-yl]-5-2-methylpyrazolo[1,5-a]pyridin-5-ylphenol trifluoroacetate salt FC(C(=O)O)(F)F.C(C)N1CC(C1)C1=CC=C(N=N1)C1=C(C=C(C=C1)C1=CC=2N(C=C1)N=C(C2)C)O